ClC=1C(=NC=CC1C1=NC(=C(C=C1)CNC[C@@H]1CCC(N1)=O)OC)C1=C(C(=CC=C1)NC1=NC=CC(=C1OC)CNC[C@@H](C)O)Cl (S)-5-((((3'-chloro-2'-(2-chloro-3-((4-((((R)-2-hydroxypropyl)amino)methyl)-3-methoxypyridin-2-yl)amino)phenyl)-6-methoxy-[2,4'-bipyridin]-5-yl)methyl)amino)methyl)pyrrolidin-2-one